OCC(=O)N1CCC(CC1)N1N=CC(=C1)NC1=NC=C(C(=N1)C1=C(C(=O)O)C=CC=C1)C (2-((1-(1-(2-hydroxyacetyl)piperidin-4-yl)-1H-pyrazol-4-yl)amino)-5-methylpyrimidin-4-yl)benzoic acid